C1(CC1)C([C@@H](C(=O)NC1=CC=C(C=C1)C=1C(=NOC1C)CO)NC(=O)C=1N(N=CC1)C(C)C)C1CC1 N-[(1S)-1-(dicyclopropylmethyl)-2-[4-[3-(hydroxymethyl)-5-methyl-isoxazol-4-yl]anilino]-2-oxo-ethyl]-2-isopropyl-pyrazole-3-carboxamide